1-(((5S,7S)-3-(6-methoxy-5-methylpyridin-3-yl)-7-methyl-2-oxo-1-oxa-3-azaspiro[4.5]decane-7-yl)methyl)-1H-benzo[d]imidazole-6-carbonitrile COC1=C(C=C(C=N1)N1C(O[C@]2(C1)C[C@@](CCC2)(C)CN2C=NC1=C2C=C(C=C1)C#N)=O)C